OCC1=CC(=C(OCCCC(=O)N)C=C1[N+](=O)[O-])OC 4-(4-(hydroxymethyl)-2-methoxy-5-nitrophenoxy)butyramide